6-Chloro-1-ethyl-8-(4-methoxy-phenyl)-9H-pyrido[3,4-b]indole ClC=1C=C2C3=C(NC2=C(C1)C1=CC=C(C=C1)OC)C(=NC=C3)CC